C1(=CC(=CC=C1)C=1C2=CC=CC=C2C=2C=CC=CC2C1)C=CC1=CC(=CC=C1)C=1C2=CC=CC=C2C=2C=CC=CC2C1 9,9'-(stilbene-3,3'-diyl)Diphenanthrene